10-chloro-2,3,7,11b-tetrahydro-2-methyl-11b-phenyloxazolo[3,2-d][1,4]benzodiazepine-6(5H)-one ClC=1C=CC2=C(C3(N(CC(N2)=O)CC(O3)C)C3=CC=CC=C3)C1